C(C1=CC=CC=C1)N(CCCCO)C 4-[benzyl-(methyl)amino]butan-1-ol